N1C(=CC2=CC=CC=C12)C=1NC=C(N1)C(=O)C1=CC(=C(C(=C1)OC)OC)OC (2-(1H-indol-2-yl)-1H-imidazol-4-yl)(3,4,5-trimethoxyphenyl)methanone